5-imino-5,6-dihydropyridin N=C1C=CC=NC1